OC(C(=O)N)(C)C1=CC=CC=C1 hydroxyphenylpropionic acid amide